N,N-di([1,1'-biphenyl]-4-yl)-4'-(6-(4-(di([1,1'-biphenyl]-4-yl)amino)phenyl)-1,3,3-trimethyl-2,3-dihydro-1H-indene-1-yl)-[1,1'-biphenyl]-4-amine C1(=CC=C(C=C1)N(C1=CC=C(C=C1)C1=CC=C(C=C1)C1(CC(C2=CC=C(C=C12)C1=CC=C(C=C1)N(C1=CC=C(C=C1)C1=CC=CC=C1)C1=CC=C(C=C1)C1=CC=CC=C1)(C)C)C)C1=CC=C(C=C1)C1=CC=CC=C1)C1=CC=CC=C1